3-(5-(1H-tetrazol-5-yl)pyridin-3-yl)phenyl benzylcarbamate C(C1=CC=CC=C1)NC(OC1=CC(=CC=C1)C=1C=NC=C(C1)C1=NN=NN1)=O